(bromomethyl)-4-chlorobenzofuran BrCC=1OC2=C(C1)C(=CC=C2)Cl